2-chloro-N-(3,4-dichlorophenyl)-N-methylacetamide ClCC(=O)N(C)C1=CC(=C(C=C1)Cl)Cl